C(C)([O-])([O-])[O-] Orthoacetate